(+-)-(Z)-8-DECEN-5-OLIDE C1(CCC[C@H](CC\C=C/C)O1)=O |r|